Cl.Cl.ClC=1C=C(C=CC1F)NC1=NC=NC2=C1CN(C=N2)N2CCC(CC2)CN(CC)CC N-(3-Chloro-4-fluorophenyl)-6-[4-[(diethylamino)methyl]-1-piperidinyl]-pyrimido[5,4]pyrimidin-4-amine dihydrochloride